3-((4-(3,3-difluoropiperidin-4-yl)phenyl)amino)piperidine-2,6-dione FC1(CNCCC1C1=CC=C(C=C1)NC1C(NC(CC1)=O)=O)F